BrC=1C(=CC2=C(NC(O2)=O)C1)F 5-bromo-6-fluorobenzoxazol-2(3H)one